C(CCC(=O)[O-])(=O)OC(C1=CC=CC=C1)CCCC butylbenzyl succinate